CC1=NC=C(C=C1C(=O)O)C1=CC(=CC=C1)C(NC1=CC=C(C=C1)COC(C)C1=CC=CC=C1)=O 2-methyl-5-[3-[[4-(1-phenylethoxymethyl)phenyl]carbamoyl]phenyl]pyridine-3-carboxylic acid